CN1CC(C1)(C)[C@@](C=1C=C(C=NC1)C#CC1(CCOCC1)O)(C1=CC=C(C=C1)C(C)C)O 4-{5-[(R)-(1,3-dimethyl-azetidin-3-yl)-hydroxy-(4-isopropyl-phenyl)-methyl]-pyridin-3-ylethynyl}-tetrahydro-pyran-4-ol